ClC=1C=C(C=CC1C1(COC1)NC(=O)C=1N(C2=CC=C(C(=C2C1)Cl)Cl)C)C(C(=O)O)C 2-{3-chloro-4-[3-(4,5-dichloro-1-methyl-1H-indole-2-amido)oxetan-3-yl]phenyl}propanoic acid